ClC1=C(C(=NC(=N1)SCCC)N)N 6-chloro-2-(propylthio)pyrimidine-4,5-diamine